C(C)(C)OC(=O)N1CCN(CC1)C1=NC=2N(C=C1)N=CC2C(NC(C)C)=O 4-(3-(isopropylcarbamoyl)pyrazolo[1,5-a]pyrimidin-5-yl)piperazine-1-carboxylic acid isopropyl ester